1,3,5-tris(4-bromophenyl)benzene tert-Butyl-(3-hydroxy-2-methylpropyl)carbamate C(C)(C)(C)N(C(O)=O)CC(CO)C.BrC1=CC=C(C=C1)C1=CC(=CC(=C1)C1=CC=C(C=C1)Br)C1=CC=C(C=C1)Br